CNC1=CC=C(C=N1)C#C/C=C/C1=NC2=CC=C(C=C2C=C1)O (E)-2-(4-(6-(methylamino)pyridine-3-yl)buta-1-en-3-ynyl)quinoline-6-ol